1-(2-chloro-5-fluorophenyl)-8-nitro-3-oxo-1,2,3,4-tetrahydropyrrolo[1,2-a]pyrazine-6-carboxylic acid ClC1=C(C=C(C=C1)F)C1C=2N(CC(N1)=O)C(=CC2[N+](=O)[O-])C(=O)O